The molecule is an azane and a member of hydrazines. It has a role as an EC 4.3.1.10 (serine-sulfate ammonia-lyase) inhibitor. It is a conjugate base of a hydrazinium(1+). It is a conjugate acid of a hydrazinide. NN